(2S)-2-(2-(6-bromo-4,7-dichloro-2H-indazol-2-yl)-3-ethoxy-3-oxopropanoyl)pyridine BrC=1C=C(C2=CN(N=C2C1Cl)[C@@H](C(=O)C1=NC=CC=C1)C(=O)OCC)Cl